ClC1=C(C=C(C=C1)C1=CN(C2=NC(=CC=C21)C(=O)N2C(CN(CC2)C2=NC(=C(C(=O)O)C(=C2)C)C)(C)C)C2(CCC2)C)F 6-(4-(3-(4-chloro-3-fluorophenyl)-1-(1-methylcyclobutyl)-1H-pyrrolo[2,3-b]pyridine-6-carbonyl)-3,3-dimethylpiperazin-1-yl)-2,4-dimethylnicotinic acid